tert-butyl 2,2-difluoro-6-[4-(methoxycarbonyl)-1H-indol-7-yl]-7-azaspiro[3.5]non-5-ene-7-carboxylate FC1(CC2(C1)C=C(N(CC2)C(=O)OC(C)(C)C)C=2C=CC(=C1C=CNC21)C(=O)OC)F